BrC1=NC=NN1 5-bromo-[1,2,4]triazol